methyl-p-methoxybenzoate COC(C1=CC=C(C=C1)OC)=O